3',6'-bis(dimethylamino)-3-oxo-3H-spiro[isobenzofuran-1,9'-xanthene]-5-carboxylic acid CN(C=1C=CC=2C3(C4=CC=C(C=C4OC2C1)N(C)C)OC(C1=CC(=CC=C13)C(=O)O)=O)C